O=C1NC(CCC1N1C(C2=CC(=C(C(=C2C1)F)C1CCN(CC1)CC1=CC=C(C=C1)NC(C)=O)F)=O)=O N-(4-((4-(2-(2,6-dioxopiperidin-3-yl)-4,6-difluoro-1-oxoisoindolin-5-yl)piperidin-1-yl)methyl)phenyl)acetamide